FC=1C=C(C=C2C(C(N(C12)C=1C=NC=C(C1)OC(F)(F)F)=O)(C)C)C(=O)N[C@@]1(CS(CC1)(=O)=O)C 7-fluoro-3,3-dimethyl-N-[(3S)-3-methyl-1,1-dioxo-thiolan-3-yl]-2-oxo-1-[5-(trifluoromethoxy)-3-pyridyl]indoline-5-carboxamide